3,5-dimethoxyphenyl borate B(OC1=CC(=CC(=C1)OC)OC)([O-])[O-]